octanoyl-4,4'-methylenebis(2-methyl-cyclohexanediamine) C(CCCCCCC)(=O)C(C1CC(C(CC1)(N)N)C)C1CC(C(CC1)(N)N)C